L-arginine pyruvate C(C(=O)C)(=O)O.N[C@@H](CCCNC(N)=N)C(=O)O